CC([C@H](N1CC2(COC2)C1)C=1C=CC(=NC1)NC1=NC=NC(=C1)NC1=NC=CC=C1S(=O)(=O)C)C (S)-N4-(5-(2-methyl-1-(2-oxa-6-azaspiro[3.3]heptan-6-yl)propyl)pyridine-2-yl)-N6-(3-(methylsulfonyl)pyridin-2-yl)pyrimidine-4,6-diamine